3-amino-N-[(6S)-2-[(7R)-7-amino-5-oxa-2-azaspiro[3.4]octan-2-yl]-5,6,7,8-tetrahydroquinolin-6-yl]-6-methylthieno[2,3-b]pyridine-2-carboxamide NC1=C(SC2=NC(=CC=C21)C)C(=O)N[C@@H]2CC=1C=CC(=NC1CC2)N2CC1(C2)OC[C@@H](C1)N